FC=1C=C(C=CC1)N1N=CC(=C1)C=1SC=C(N1)C(=O)N([C@@H]1CNCC1)CCC 2-[1-(3-fluorophenyl)-1H-pyrazol-4-yl]-N-propyl-N-[(3S)-pyrrolidin-3-yl]-1,3-thiazole-4-carboxamide